1-(2-chloro-4-((2-(dimethylamino)pyridin-3-yl)amino)pyrimidin-5-yl)ethan-1-one ClC1=NC=C(C(=N1)NC=1C(=NC=CC1)N(C)C)C(C)=O